COC=1C=C(\C=N\NC(=O)C2=NC(=CN=C2)C2=CC=C(C=C2)OCSC)C=C(C1)OC (E)-N'-(3,5-dimethoxybenzylidene)-6-(4-((methylthio)methoxy)phenyl)pyrazine-2-carbohydrazide